4-((3-((R)-3-(4-amino-3-(4-phenoxyphenyl)-1H-pyrazolo[3,4-d]pyrimidin-1-yl)piperidine-1-yl)propyl)thio)-2-(2,6-dioxopiperidin-3-yl)isoindoline-1,3-dione NC1=C2C(=NC=N1)N(N=C2C2=CC=C(C=C2)OC2=CC=CC=C2)[C@H]2CN(CCC2)CCCSC2=C1C(N(C(C1=CC=C2)=O)C2C(NC(CC2)=O)=O)=O